(E)-N-(4-(1-(5-(3-(4-((2-(2,6-dioxopiperidin-3-yl)-1-oxoisoindolin-4-yl)amino)butyl)imidazolidin-1-yl)picolinoyl)piperidin-4-yl)butyl)-3-(6-methylpyrazin-2-yl)acrylamide O=C1NC(CCC1N1C(C2=CC=CC(=C2C1)NCCCCN1CN(CC1)C=1C=CC(=NC1)C(=O)N1CCC(CC1)CCCCNC(\C=C\C1=NC(=CN=C1)C)=O)=O)=O